N-{[3-(tetrahydro-2H-pyran-4-ylmethyl)-3H-[1,2,3]triazolo[4,5-b]pyridin-6-yl]sulfonyl}benzamide O1CCC(CC1)CN1N=NC=2C1=NC=C(C2)S(=O)(=O)NC(C2=CC=CC=C2)=O